C(CCCCCCC\C=C\CCCCCCCC)(=O)OCC(CO)O 2,3-dihydroxypropan-1-yl (9E)-octadec-9-enoate